N-(1-cyclobutyl-7-fluoro-6-(1-hydroxycyclobutyl)-1H-benzo[d]imidazol-2-yl)-3,3-dimethylbutanamide C1(CCC1)N1C(=NC2=C1C(=C(C=C2)C2(CCC2)O)F)NC(CC(C)(C)C)=O